C1(CC1)C=1N(C(=NN1)SCC(=O)NC=1SC2=C(C1C(=O)NCCOC)CCCC2)C 2-{2-[(5-cyclopropyl-4-methyl-4H-1,2,4-triazol-3-yl)sulfanyl]acetamido}-N-(2-methoxyethyl)-4,5,6,7-tetrahydro-1-benzothiophene-3-carboxamide